C[C@]1([C@@H](O1)C(=O)OCC)C1=CC=CC=C1 |r| ethyl rac-(2r,3r)-3-methyl-3-phenyl-oxirane-2-carboxylate